[N-]=[N+]=[N-].[Li+] lithium azide salt